7-(3-([1,2,4]triazolo[1,5-a]pyridin-8-yl)propyl)-2-(5-fluoropyridin-2-yl)hexahydropyrrolo[1,2-a]pyrazin-6(2H)-one N=1C=NN2C1C(=CC=C2)CCCC2CC1N(CCN(C1)C1=NC=C(C=C1)F)C2=O